FC(C1=NC=C(C=C1)B(O)O)(F)F 2-trifluoromethylpyridine-5-boronic acid